CN([C@@H](CN1C=CC2=C1N=CN=C2)C)C (R)-N,N-dimethyl-1-(7H-pyrrolo[2,3-d]pyrimidin-7-yl)propan-2-amine